(R)-5-chloro-3'-(1-hydroxy-2-oxo-2-(4-oxo-2-(1-phenylcyclopropyl)-3,5,7,8-tetrahydropyrido[4,3-d]pyrimidin-6(4H)-yl)ethyl)-[1,1'-biphenyl]-3-carbonitrile ClC=1C=C(C=C(C1)C1=CC(=CC=C1)[C@H](C(N1CC2=C(N=C(NC2=O)C2(CC2)C2=CC=CC=C2)CC1)=O)O)C#N